3-(5-isopropyl-2-methoxyphenyl)-4,6-dihydropyrrolo[3,4-c]pyrazole-5(1H)-carbonitrile C(C)(C)C=1C=CC(=C(C1)C=1C2=C(NN1)CN(C2)C#N)OC